iron-germanium [Ge].[Fe]